mononitroanisole [N+](=O)([O-])C1=CC=C(C=C1)OC